C(C)C1=C(C2=C(NN=N2)C=C1)O ethyl-4-hydroxy-benzotriazole